CS(=O)(=O)OCCC(C=1C=NC=CC1)C(F)(F)F trifluoromethylpyridin-3-ylpropyl methanesulfonate